2-ethoxycarbonyloxyimino-1-phenylpropan-1-one C(C)OC(=O)ON=C(C(=O)C1=CC=CC=C1)C